C[C@H]1C2(CN(C2)C(=O)OC(C)(C)C)CCN1 tert-butyl (S)-5-methyl-2,6-diazaspiro[3.4]octane-2-carboxylate